CC1=C(COB(O)O)C=CC=C1 (2-methylbenzyl)boric acid